2-(3-amino-1H-pyrazol-1-yl)-N,N-dimethylacetamide NC1=NN(C=C1)CC(=O)N(C)C